Methyl 6-(cyclopropanesulfonamido)pyrazine-2-carboxylate C1(CC1)S(=O)(=O)NC1=CN=CC(=N1)C(=O)OC